1-(4-((3-methoxyhexyl)sulfonyl)piperazin-1-yl)prop-2-en-1-one Phosphonium [PH4+].COC(CCS(=O)(=O)N1CCN(CC1)C(C=C)=O)CCC